O=C1N(CC(C1)CCC)CN1C(=NC2=C1C=CC(=C2)C#N)C=2N=NSC2 1-[(2-oxo-4-propylpyrrolidin-1-yl)methyl]-2-(1,2,3-thiadiazol-4-yl)-1H-benzimidazole-5-carbonitrile